C(#N)C(CCC)NC(N([C@H](C)C1=CC(=CC=C1)C=1N=C(C=2N(C1)C=CN2)OC)CC)=O 3-(1-cyanobutyl)-1-ethyl-1-((R)-1-(3-(8-methoxyimidazo[1,2-a]pyrazin-6-yl)phenyl)ethyl)urea